(6R)-6-({2-[4-chloro-2-(trifluoromethoxy)phenyl]-7-(trifluoromethyl)[1,2,4]triazolo[1,5-c]quinazolin-5-yl}amino)-1,4-diazepin-5-one ClC1=CC(=C(C=C1)C1=NN2C(=NC=3C(=CC=CC3C2=N1)C(F)(F)F)NC=1C(N=CC=NC1)=O)OC(F)(F)F